ClC1=NC=C(C2=CC=C(C=C12)O[C@@H](C(=O)N1CC(CCC1)(F)F)C)C1=C(C=C(C=C1)F)Cl (R)-2-((1-chloro-4-(2-chloro-4-fluorophenyl)isoquinolin-7-yl)oxy)-1-(3,3-difluoropiperidin-1-yl)propan-1-one